N1CC(C1)CN1CCN(CC1)C=1C=C2C(N(C(C2=CC1F)=O)C1C(NC(CC1)=O)=O)=O 5-[4-(azetidin-3-ylmethyl)piperazin-1-yl]-2-(2,6-dioxo-3-piperidyl)-6-fluoro-isoindoline-1,3-dione